ClC1=CC(=CC(=N1)N1CC2=C(C=C(C=C2C1=O)C=O)C(F)(F)F)C1=C(C=CC=C1)C1=NN=CN1C 2-(6-chloro-4-(2-(4-methyl-4H-1,2,4-triazol-3-yl)phenyl)pyridin-2-yl)-3-oxo-7-(trifluoromethyl)isoindoline-5-carbaldehyde